7-Chloro-4-(4-(pyridin-4-yl)piperazin-1-yl)quinoline ClC1=CC=C2C(=CC=NC2=C1)N1CCN(CC1)C1=CC=NC=C1